2-(3-Oxa-7-azabicyclo[3.3.1]nonan-7-yl)-N-((1S,2R,3S,4R)-3-((4-fluoro-3-(trifluoromethyl)phenyl)carbamoyl)bicyclo[2.2.1]heptan-2-yl)-6-methoxybenzo[d]thiazole-7-carboxamide C12COCC(CN(C1)C=1SC3=C(N1)C=CC(=C3C(=O)N[C@@H]3[C@H]1CC[C@@H]([C@@H]3C(NC3=CC(=C(C=C3)F)C(F)(F)F)=O)C1)OC)C2